N-(6-chloropyridin-3-yl)-N-methylcyclopropanecarboxamide ClC1=CC=C(C=N1)N(C(=O)C1CC1)C